methyl ((2-(2-(2-(2-((tert-butyldimethylsilyl)oxy)ethyl)-1,3-dioxolan-2-yl)ethoxy)-4-methylphenyl)sulfonyl)-L-prolinate [Si](C)(C)(C(C)(C)C)OCCC1(OCCO1)CCOC1=C(C=CC(=C1)C)S(=O)(=O)N1[C@@H](CCC1)C(=O)OC